N-[[4-[4-Amino-1-(2,2,2-trifluoroethyl)pyrazolo[3,4-d]pyrimidin-3-yl]phenyl]methyl]-5-fluoro-2-methoxy-benzamide NC1=C2C(=NC=N1)N(N=C2C2=CC=C(C=C2)CNC(C2=C(C=CC(=C2)F)OC)=O)CC(F)(F)F